OC(C(=O)O)CCCCCCCCCCCCCCCC.OCC(CO)(CO)CO.OCC(CO)(CO)CO dipentaerythritol 12-hydroxystearate